N(=[N+]=[N-])CC1CN(CCN1C1=C(N=NC(=C1)Cl)Cl)C(=O)OC(C)(C)C tert-butyl 3-(azidomethyl)-4-(3,6-dichloropyridazin-4-yl)piperazine-1-carboxylate